FC(CN1C=C(C=CC1=O)C(=O)O)F 1-(2,2-difluoroethyl)-6-oxo-1,6-dihydropyridine-3-carboxylic acid